N-{2-[(2R)-1-methylpiperidin-2-yl]-1H-pyrrolo[3,2-c]pyridin-6-yl}-5-(1H-pyrazol-4-yl)pyridine-2-carboxamide CN1[C@H](CCCC1)C1=CC=2C=NC(=CC2N1)NC(=O)C1=NC=C(C=C1)C=1C=NNC1